FC1=C(C(=C2C=CNC2=C1F)SC([2H])([2H])[2H])OC=1C=CC(=C(C1)C=1NC=C(N1)[C@@]1(CCOC2=C(C=CC=C12)CCC(=O)OCC)C([2H])([2H])[2H])F ethyl 3-[(4R)-4-[2-[5-[[6,7-difluoro-4-(trideuteriomethylsulfanyl)-1H-indol-5-yl]oxy]-2-fluoro-phenyl]-1H-imidazol-4-yl]-4-(trideuteriomethyl)chroman-8-yl]propanoate